O=C1N(C=NC2=CC=CC=C12)C=1C=NC(=CC1)C(F)(F)F 4-oxo-3-(6-(trifluoromethyl)pyridin-3-yl)-3,4-dihydroquinazolin